3,9-diphenyl-5-(3-(4-phenyl-6-(5'-phenyl-[1,1':3',1''-terphenyl]-3-yl)-1,3,5-triazine-2-yl)phenyl)-9H-carbazole C1(=CC=CC=C1)C=1C=CC=2N(C3=CC=CC(=C3C2C1)C1=CC(=CC=C1)C1=NC(=NC(=N1)C1=CC=CC=C1)C=1C=C(C=CC1)C1=CC(=CC(=C1)C1=CC=CC=C1)C1=CC=CC=C1)C1=CC=CC=C1